ferrocenium tetrakis(3-fluorophenyl)borate FC=1C=C(C=CC1)[B-](C1=CC(=CC=C1)F)(C1=CC(=CC=C1)F)C1=CC(=CC=C1)F.C1C=CC=C1.[CH-]1C=CC=C1.[Fe+2]